2,2-bis-(4-hydroxy-3-tert.-butylphenyl)-propane OC1=C(C=C(C=C1)C(C)(C)C1=CC(=C(C=C1)O)C(C)(C)C)C(C)(C)C